4-trimethylsilyloxy-3-penten-2-one C[Si](OC(=CC(C)=O)C)(C)C